C(CCCCCCCCCCCCCCCCCCCCC)(=O)O.CC(C(=O)N)(N)C dimethyl-aminoacetamide behenate